CC1=CC=C(C=C1)S(=O)(=O)OCCCCOC(C1=CC=CC=C1)(C1=CC=CC=C1)C1=CC=CC=C1 4-(Trityloxy)butyl 4-methylbenzenesulfonate